C12N(CC(NC1)CC2)C=2C1=C(N=C(N2)OC[C@]23CCCN3C[C@](C2)([2H])F)C(=C(N=C1)C1=CC(=CC2=CC=C(C(=C12)F)F)O)F 4-(4-(2,5-Diazabicyclo[2.2.2]octan-2-yl)-8-fluoro-2-(((2R,7aS)-2-fluorotetrahydro-1H-pyrrolizin-7a(5H)-yl-2-d)methoxy)pyrido[4,3-d]pyrimidin-7-yl)-5,6-difluoronaphthalen-2-ol